2-(6-nitropyridin-3-yl)-2,6-diazaspiro[3.3]heptane trifluoroacetate salt FC(C(=O)O)(F)F.[N+](=O)([O-])C1=CC=C(C=N1)N1CC2(C1)CNC2